C(C)(C)OC=1C=C(\C=N\NC(=O)C2=NC(=CN=C2)C2=CC=C(C=C2)OC)C=C(C1)OC(C)C (E)-N'-(3,5-diisopropoxybenzylidene)-6-(4-methoxyphenyl)pyrazine-2-carbohydrazide